CC1=NNC(=C1\N=N\C1=CC=CC=C1)C (E)-3,5-Dimethyl-4-(phenyldiazenyl)-1H-pyrazole